methyl (S)-3-(3-fluoro-4-hydroxyphenyl)-2-((4-(trifluoromethoxy)phenyl)sulfonamido)propanoate FC=1C=C(C=CC1O)C[C@@H](C(=O)OC)NS(=O)(=O)C1=CC=C(C=C1)OC(F)(F)F